isopropyl (S)-6-diazo-2-(1-methoxycyclobutane-1-carboxamido)-5-oxohexanoate [N+](=[N-])=CC(CC[C@@H](C(=O)OC(C)C)NC(=O)C1(CCC1)OC)=O